N-((3-nitro-4-(((6-oxopiperidin-3-yl)methyl)amino)phenyl)sulfonyl)nicotinamide [N+](=O)([O-])C=1C=C(C=CC1NCC1CNC(CC1)=O)S(=O)(=O)NC(C1=CN=CC=C1)=O